CN1C(=CC2=C1CN(CC2)C(=O)OCC2=CC=CC=C2)C(=O)OCC 6-benzyl 2-ethyl 1-methyl-1,4,5,7-tetrahydro-6H-pyrrolo[2,3-c]pyridine-2,6-dicarboxylate